C(C1=CC=CC=C1)N(C(O)=O)CC1(C2CCN(CC12)C1=NC(=C(N=C1)SC=1C(=NC=CC1)C(F)(F)F)N)C1=CC=CC=C1.C1(CC2C(CC1)O2)CC[Si](OCC)(OCC)OCC (3,4-epoxycyclohexyl)ethyl-triethoxysilane benzyl-((3-(6-amino-5-((2-(trifluoromethyl)pyridin-3-yl)thio)pyrazin-2-yl)-7-phenyl-3-azabicyclo[4.1.0]heptan-7-yl)methyl)carbamate